COC=1C=C2C=C(C=NC2=CC1OC)C#CC1=CC=CC=C1 6,7-Dimethoxy-3-phenylethynyl-quinoline